OC1(CC1)C#N 1-Hydroxycyclopropane-1-carbonitrile